N-((4-(prop-2-yn-1-yl)-4,5,6,7-tetrahydropyrazolo[1,5-a]pyrimidin-6-yl)-methyl)acrylamide C(C#C)N1C=2N(CC(C1)CNC(C=C)=O)N=CC2